C1(CCC(=O)O1)=O Succinic anhydride